4-Ethyl-Pyridine C(C)C1=CC=NC=C1